oxocyclododecyl isoxazole-5-carboxylate O1N=CC=C1C(=O)OC1C(CCCCCCCCCC1)=O